O=CC[C@](C)([N+](=O)[O-])[C@@H](OC)[C@@H](O)C L-evernitrose